ClC1=CC=C(C=N1)N1C(C=CC(=C1)C1=NN=NN1)=O 6'-Chloro-5-(1H-tetrazol-5-yl)-2H-[1,3'-bipyridin]-2-one